C=C(C)O[Sb](OC(=C)C)OC(=C)C tris(propen-2-yloxy)stibane